tert-butyl ((1R,4S,7S)-5-benzyl-2-oxa-5-azabicyclo[2.2.1]heptan-7-yl)carbamate C(C1=CC=CC=C1)N1[C@@H]2CO[C@H](C1)[C@H]2NC(OC(C)(C)C)=O